C(C(C)C)N1C=CC=2C(=NC(=CC21)NC=2SC(=CN2)C)OC2CN(CCC2)C(C=C)=O 1-(3-((1-isobutyl-6-((5-methylthiazol-2-yl)amino)-1H-pyrrolo[3,2-c]pyridin-4-yl)oxy)piperidin-1-yl)prop-2-en-1-one